4-(4'-dimethylamino-phenylazo)-benzoic acid CN(C1=CC=C(C=C1)N=NC1=CC=C(C(=O)O)C=C1)C